tert-Butyl 3-(2-((1,3-dioxoisoindolin-2-yl)methyl)pyridin-4-yl)pyrrolidine-1-carboxylate O=C1N(C(C2=CC=CC=C12)=O)CC1=NC=CC(=C1)C1CN(CC1)C(=O)OC(C)(C)C